lauryl-ethyl-trimethyl-ammonium chloride [Cl-].C(CCCCCCCCCCC)C[N+](C)(C)CC